diethylene glycol bis(3,4-epoxycyclohexylmethyl) ether C1(CC2C(CC1)O2)COCCOCCOCC2CC1C(CC2)O1